ClC1=CC=C2CNC(C2=C1F)=O 6-chloro-7-fluoroisoindolin-1-one